methyl (2R,3S,5S)-2-((((1S,3S,6R)-6-(5-fluoropyrimidin-2-yl)bicyclo[4.1.0]heptan-3-yl)oxy)methyl)-3-(methylsulfonamido)-5-(trifluoromethyl)pyrrolidine-1-carboxylate FC=1C=NC(=NC1)[C@]12CC[C@@H](C[C@@H]2C1)OC[C@@H]1N([C@@H](C[C@@H]1NS(=O)(=O)C)C(F)(F)F)C(=O)OC